N-(1-benzylpiperidin-4-yl)-3-{6-chloro-[1,2,4]triazolo[4,3-b]pyridazin-3-yl}propanamide C(C1=CC=CC=C1)N1CCC(CC1)NC(CCC1=NN=C2N1N=C(C=C2)Cl)=O